C1OCCC12CN(CC2)CCCOC=2C(=C(C=CC2)C2=C(C(=CC=C2)COC2=CC(=C(C=O)C=C2Cl)OCC=2C=NC=CC2)C)C 4-((3'-(3-(2-oxa-7-azaspiro[4.4]non-7-yl)propoxy)-2,2'-dimethyl-[1,1'-biphenyl]-3-yl)methoxy)-5-chloro-2-(pyridin-3-ylmethoxy)benzaldehyde